FC1=CC(=C2C=CC=NC2=C1)CC(=O)OC(C)(C)C tert-Butyl 2-(7-fluoroquinoline-5-yl)acetate